(4,4-dimethyloxacyclopent-2-yl)methanol CC1(CC(OC1)CO)C